(S)-2-((1-(3-([1,1'-biphenyl]-4-yl)-1,2,4-oxadiazol-5-yl)ethyl)carbamoyl)-4-methoxypyridin-3-yl isobutyrate C(C(C)C)(=O)OC=1C(=NC=CC1OC)C(N[C@@H](C)C1=NC(=NO1)C1=CC=C(C=C1)C1=CC=CC=C1)=O